(dl)-para-aminobenzoic acid NC1=CC=C(C(=O)O)C=C1